NC1=CC=CC(=N1)COCCC=1C=C(C(=C(C1)NC1=CC(=NC=C1C(=O)NC)Cl)OC)C1=NC=C(C=N1)OC 4-((5-(2-((6-aminopyridin-2-yl)methoxy)ethyl)-2-methoxy-3-(5-methoxypyrimidine-2-yl)phenyl)amino)-6-chloro-N-methylnicotinamide